7-fluoro-4-(3-hydroxypropyl)-1-thioxo-2,4-dihydro-[1,2,4]triazolo[4,3-a]quinazolin-5(1H)-one FC=1C=C2C(N(C=3N(C2=CC1)C(NN3)=S)CCCO)=O